NC1=C(SC2=NC(=CC=C21)C)C(=O)N[C@@H]2CC=1C=CC(=NC1CC2)N2C[C@@H]([C@@H](C2)OC(C)(F)F)N 3-amino-N-[(6S)-2-[(3S,4R)-3-amino-4-(1,1-difluoroethoxy)pyrrolidin-1-yl]-5,6,7,8-tetrahydroquinolin-6-yl]-6-methylthieno[2,3-b]pyridine-2-carboxamide